(E)-2-(5-fluoro-2-methyl-1-(3-phenoxybenzylidene)-1H-inden-3-yl)acetic acid FC=1C=C2C(=C(\C(\C2=CC1)=C/C1=CC(=CC=C1)OC1=CC=CC=C1)C)CC(=O)O